bis(diphenylphosphino)ferrocene dichloride nickel [Ni+2].[Cl-].[Cl-].C1(=CC=CC=C1)P(C1=CC=CC=C1)[C-]1C=CC=C1.[C-]1(C=CC=C1)P(C1=CC=CC=C1)C1=CC=CC=C1.[Fe+2]